C(CCCC(=O)OC(CCCCCCCC)CCCCCCCC)(=O)OCC(COC(NCCN1CCCCCC1)=O)COC(CCCCCCC\C=C/C\C=C/CCCCC)=O 3-(((2-(azepan-1-yl)ethyl)carbamoyl)oxy)-2-((((9Z,12Z)-octadeca-9,12-dienoyl)oxy)methyl)propyl heptadecan-9-yl glutarate